BrC=1C=CC=2NC3=CC=C(C=C3C2C1)Cl 3-bromo-6-chloro-9H-carbazole